ClC=1C=C(C=CC1F)NC(=O)C1=C(N=CN1C)C1CC2CC(CC2C1)(O)C=1C(=NN(C1)C)C(CO)O N-(3-Chloro-4-fluorophenyl)-4-(5-(3-(1,2-dihydroxyethyl)-1-methyl-1H-pyrazol-4-yl)-5-hydroxyoctahydropentalen-2-yl)-1-methyl-1H-imidazole-5-carboxamide